7-Bromo-9-fluoro-4-pyridin-3-yl-4,5-dihydroimidazo[1,5,4-de][1,4]benzoxazin-2(1H)-one BrC1=CC(=C2C=3N(C(COC31)C=3C=NC=CC3)C(N2)=O)F